COC(=O)C=1OC=C(N1)CBr (bromomethyl)oxazole-2-carboxylic acid methyl ester